The molecule is a phenolate anion that is the conjugate base of aflatoxin B1 dialdehyde, obtained by deprotonation of the 7-hydroxy group. It is the major microspecies at pH 7.3 (according to Marvin v 6.2.0.). It is a dialdehyde and a phenolate anion. It is a conjugate base of an aflatoxin B1 dialdehyde. COC1=C2C3=C(C(=O)OC3)C(=O)OC2=C(C(=C1)[O-])C(C=O)C(C=O)O